(R)-8-(1-((2-bromo-6-chloropyridin-3-yl)amino)ethyl)-2-(4,4-dimethylpiperidin-1-yl)-3,6-dimethyl-4H-chromen-4-one BrC1=NC(=CC=C1N[C@H](C)C=1C=C(C=C2C(C(=C(OC12)N1CCC(CC1)(C)C)C)=O)C)Cl